N-(4-(4-Methylpiperazin-1-yl)phenyl)-2-oxo-4-(pyridazin-3-ylamino)-1,2-dihydropyridine-3-carboxamide CN1CCN(CC1)C1=CC=C(C=C1)NC(=O)C=1C(NC=CC1NC=1N=NC=CC1)=O